BrC1=NN2C([C@H](N(CC2)C(=O)OC(C)(C)C)C)=C1I |r| rac-tert-butyl (RS)-2-bromo-3-iodo-4-methyl-6,7-dihydropyrazolo[1,5-a]pyrazine-5(4H)-carboxylate